P(=O)(OCCCCCCCCCCCCCCCCCCCCCC)(OCCCCCCCCCCCCCCCCCCCCCC)[O-] didocosyl phosphate